C1(=CC=CC2=CC=CC=C12)/C=C/CC1=C(C(=O)O)C=CC=C1 (E)-2-(3-(naphthalen-1-yl)allyl)benzoic acid